molybdenum sodium [Na].[Mo]